3-[5-(difluoromethyl)-6-[3-methyl-1-(2,2,2-trifluoroethyl)pyrazol-4-yl]pyridin-2-yl]-6-(6-methylpyridazin-3-yl)oxypyrazolo[1,5-a]pyridine FC(C=1C=CC(=NC1C=1C(=NN(C1)CC(F)(F)F)C)C=1C=NN2C1C=CC(=C2)OC=2N=NC(=CC2)C)F